FC=1C=CC(=C(C1)[C@@H](C)N(C1=NC=2N(C=C1)N=CC2C(=O)O)C)OCCO (R)-5-((1-(5-fluoro-2-(2-hydroxyethoxy)phenyl)ethyl)(methyl)amino)pyrazolo[1,5-a]pyrimidine-3-carboxylic acid